(1R,3S)-3-(3-(2-(3-methylisoxazol-5-yl)acetamido)-1H-1,2,4-triazol-1-yl)cyclopentyl (1-methylcyclopropyl)carbamate CC1(CC1)NC(O[C@H]1C[C@H](CC1)N1N=C(N=C1)NC(CC1=CC(=NO1)C)=O)=O